(((2-methylcycloprop-2-en-1-yl)methoxy)carbonyl)-L-lysine CC=1C(C1)COC(=O)N[C@@H](CCCCN)C(=O)O